C1(=CC=CC=C1)COC1=C(C=CC=C1)OCCF 1-(Phenylmethoxy)-2-(2-fluoroethoxy)benzene